OCC(C)(C)C1=CC=CC(=N1)C(=O)OC methyl 6-(1-hydroxy-2-methylprop-2-yl)picolinate